(R)-N-methyl-2-(trifluoromethyl)-5,8-dihydro-6H-pyrano[3,4-b]pyridin-5-amine hydrochloride Cl.CN[C@H]1COCC2=NC(=CC=C21)C(F)(F)F